N-{(2S,3R)-1-(azetidine-1-carbonyl)-4,4-difluoro-2-[(2,2',3'-trifluoro[1,1'-biphenyl]-3-yl)methyl]pyrrolidin-3-yl}ethanesulfonamide N1(CCC1)C(=O)N1[C@H]([C@H](C(C1)(F)F)NS(=O)(=O)CC)CC=1C(=C(C=CC1)C1=C(C(=CC=C1)F)F)F